(S)-N-(1-(4-(4-methoxyphenyl)-5-((thiazol-4-ylmethyl)thio)-4H-1,2,4-triazol-3-yl)-2-phenylethyl)-2-(2-methyl-1H-indol-3-yl)acetamide COC1=CC=C(C=C1)N1C(=NN=C1SCC=1N=CSC1)[C@H](CC1=CC=CC=C1)NC(CC1=C(NC2=CC=CC=C12)C)=O